1-(3,5-dichlorophenyl)-N-[[2-(ethylamino)pyrimidine-4-yl]methyl]-3-methyl-5-oxopyrrolidine-3-carboxamide ClC=1C=C(C=C(C1)Cl)N1CC(CC1=O)(C(=O)NCC1=NC(=NC=C1)NCC)C